3-tertbutyl-1-{1-[5-((5-cyano-4-(4-fluorophenyl)thiazol-2-yl)(methyl)amino)-6-ethylimidazo[2,1-b][1,3,4]thiadiazol-2-yl]pyrrolidin-3-yl}-1-methylurea C(C)(C)(C)NC(N(C)C1CN(CC1)C1=NN2C(S1)=NC(=C2N(C)C=2SC(=C(N2)C2=CC=C(C=C2)F)C#N)CC)=O